FC(S(=O)(=O)N1CC(C2=C(CC1)C=CC=C2)=O)(F)F 3-((trifluoromethyl)sulfonyl)-2,3,4,5-tetrahydro-1H-benzo[d]azepin-1-one